N[C@@H]1[C@@H](OCC12CCN(CC2)C=2N=CC(=NC2)SC=2C(=C(C=CC2)NC(=O)NS(=O)(=O)C2=CC=C(C=C2)F)Cl)C N-((3-((5-((3S,4S)-4-amino-3-methyl-2-oxa-8-aza-spiro[4.5]decan-8-yl)pyrazin-2-yl)thio)-2-chloro-phenyl)carbamoyl)-4-fluoro-benzenesulfonamide